CNC12CC(C1)(C2)C(=O)OC methyl 3-(methylamino)bicyclo[1.1.1]pentane-1-carboxylate